Cl.C(C)N(CC)CCOC([C@@H](N)CCSC)=O methionine diethylaminoethyl ester hydrochloride